ClC1=NC=C(C(=N1)C1=CNC2=C(C=CC=C12)C#N)C(F)(F)F 3-(2-chloro-5-(trifluoromethyl)pyrimidin-4-yl)-1H-indole-7-carbonitrile